C(C)(C)(C)OC(=O)NCCCCCCCC(=O)O 8-[(tert-butyl)(oxycarbonylamino)]octanoic acid